C(C)OC(C(C(=O)OCC)(CC[C@@H](CCl)OC(C)(C)C)NC(C)=O)=O (3S)-2-acetylamino-2-(4-chloro-3-tert-butyloxy-butyl)malonic acid diethyl ester